N[C@@H]1CN(CC1)C=1C=C(C=NC1)C=1C(=C(C=C(C1)C)C1=CC(=C(C=C1)N1C(N(C=C1)C)=O)Cl)O (S)-1-(3'-(5-(3-aminopyrrolidin-1-yl)pyridin-3-yl)-3-chloro-2'-hydroxy-5'-methyl-[1,1'-biphenyl]-4-yl)-3-methyl-1H-imidazol-2(3H)-one